S1N=NC2=C1C(=CC=C2)C(=O)[O-].OCC[N+](CC)(CC)CC 2-hydroxyethyl(triethyl)ammonium benzo[1,2,3]thiadiazole-7-carboxylate